OC1=CC=C(OC2=CC=C(C=C2)O)C=C1 4-(4-Hydroxyphenoxy)phenol